2,4,4-trimethylcyclohexane-2,5-dienone CC=1C(C=CC(C1)(C)C)=O